C(C1=CC=CO1)C1(C(C=CC=C1)C)S (1-furfuryl)-(o-methyl-thiophenol)